2-tert-butyl 6-methyl 1,2,3,4-tetrahydroisoquinoline-2,6-dicarboxylate C1N(CCC2=CC(=CC=C12)C(=O)OC)C(=O)OC(C)(C)C